Ethyl 3-[(1-([(tert-butoxycarbonyl)amino]methyl)cyclopropyl)methoxy]-1,5-naphthyridine-4-carboxylate C(C)(C)(C)OC(=O)NCC1(CC1)COC=1C=NC2=CC=CN=C2C1C(=O)OCC